succinimidyl-oxycarbonyl-α-methyl-α-(2-pyridyldithio)toluene C1(CCC(N1OC(=O)C(C1=CC=CC=C1)(SSC1=NC=CC=C1)C)=O)=O